Benzyl N-(2,2-difluoroethyl)-N-(3,4-dihydroxybutyl)carbamate FC(CN(C(OCC1=CC=CC=C1)=O)CCC(CO)O)F